CC1(C2C3C4C=CC(C3C(C1)C2)C4)C(=O)OCC 9-methyl-9-ethoxycarbonyltetracyclo[6.2.1.13,6.02,7]Dodec-4-ene